COC(C1=C(C(=CC=C1OC)Br)F)=O 3-Bromo-2-fluoro-6-methoxybenzoic acid methyl ester